N-(4'-((6-ethyl-2-(tetrahydrofuran-3-yl)pyrimidin-4-yl)amino)-5-(methoxymethyl)-[2,3'-bipyridin]-6'-yl)acetamide C(C)C1=CC(=NC(=N1)C1COCC1)NC1=C(C=NC(=C1)NC(C)=O)C1=NC=C(C=C1)COC